C(C)(C)(C)C1=C(N=C(S1)NC(=O)C1CC(C1)NC#N)Cl (1r,3r)-N-(5-tert-butyl-4-chloro-1,3-thiazol-2-yl)-3-(cyanoamino)cyclobutane-1-carboxamide